C(C=C)C1=C(C=CC(=C1)O)O 2-prop-2-enylbenzene-1,4-diol